5-([1,2,4]Triazolo[1,5-a]pyridin-6-yl)-N-(4-(pyrrolidin-1-yl)phenyl)1-(6-methyl-pyridin-2-yl)-1H-pyrazol-3-carboxyamid N=1C=NN2C1C=CC(=C2)C2=CC(=NN2C2=NC(=CC=C2)C)CC(=O)NC2=CC=C(C=C2)N2CCCC2